N-[(3-{4-[(3S,4R)-3-fluoro-1-methyl-4-piperidylamino]-1-(2,2,2-trifluoroethyl)-6-indolyl}-1,2,4-oxadiazol-5-yl)methyl]-1-(tert-butyl)-4-pyrazolecarboxamide F[C@H]1CN(CC[C@H]1NC1=C2C=CN(C2=CC(=C1)C1=NOC(=N1)CNC(=O)C=1C=NN(C1)C(C)(C)C)CC(F)(F)F)C